methyl ((6-(difluoromethoxy)-2-(4''-((3-fluoropyrrolidin-1-yl)methyl)-2,2'-dimethyl-[1,1':3',1''-terphenyl]-3-yl)benzo[d]oxazol-5-yl)methyl)prolinate FC(OC1=CC2=C(N=C(O2)C=2C(=C(C=CC2)C2=C(C(=CC=C2)C2=CC=C(C=C2)CN2CC(CC2)F)C)C)C=C1CN1[C@@H](CCC1)C(=O)OC)F